FC1(CC12CC(C2)N(C(=O)[C@H]2N(CCC2)[S@@](=O)(=N)C2=CC=C(C=C2)C)CC2=CC=C(C=C2)C)F (S)-N-((3S,5r)-1,1-difluorospiro[2.3]hexan-5-yl)-N-(4-methylbenzyl)-1-((S)-4-methylphenylsulfonimidoyl)pyrrolidine-2-carboxamide